alpha-tocopheryl hydrogen succinate CC1=C(C(=C(C2=C1O[C@](CC2)(C)CCC[C@H](C)CCC[C@H](C)CCCC(C)C)C)OC(=O)CCC(=O)O)C